(2S)-2-[[(2S,3R)-3-(tert-butoxycarbonylamino)-2-hydroxy-4-phenyl-butanoyl]amino]-2-cyclobutyl-acetic acid C(C)(C)(C)OC(=O)N[C@@H]([C@@H](C(=O)N[C@H](C(=O)O)C1CCC1)O)CC1=CC=CC=C1